2-((4-((5-Chloropyridin-2-yl)oxy)phenyl)(ethoxy)methylene)malononitrile ClC=1C=CC(=NC1)OC1=CC=C(C=C1)C(=C(C#N)C#N)OCC